OC1=CC=C(C=C1)C(\C=C\C1=CC=C(C=C1)C)=O (2E)-1-(4-Hydroxyphenyl)-3-(4-methylphenyl)prop-2-en-1-one